2-(3,5-Dichloro-4-((2-(6-bromopyridin-3-yl)-4-methylquinolin-6-yl)oxy)phenyl)-3,5-dioxo-2,3,4,5-tetrahydro-1,2,4-triazine-6-carbonitrile ClC=1C=C(C=C(C1OC=1C=C2C(=CC(=NC2=CC1)C=1C=NC(=CC1)Br)C)Cl)N1N=C(C(NC1=O)=O)C#N